N1(C=NC2=C1C=CC=C2)[C@H](CS)COCC2=CC=CC=C2 (S)-2-(1H-benzo[d]imidazol-1-yl)-3-(benzyloxy)propane-1-thiol